BrC=1C=C(C=CC1OC)C=1OC(=NN1)C 2-(3-bromo-4-methoxyphenyl)-5-methyl-1,3,4-oxadiazole